2-(6-(4-(2,7-Diazaspiro[3.5]nonan-7-yl)phenyl)-4-fluoro-1-oxoisoindolin-2-yl)-2-(6,7-dihydro-5H-pyrrolo[1,2-c]imidazol-1-yl)-N-(thiazol-2-yl)acetamide hydrochloride Cl.C1NCC12CCN(CC2)C2=CC=C(C=C2)C2=CC(=C1CN(C(C1=C2)=O)C(C(=O)NC=2SC=CN2)C2=C1N(C=N2)CCC1)F